tert-butoxydodecyloxy phosphate P(=O)(OOCCCCCCCCCCCCOC(C)(C)C)([O-])[O-]